2-(((S)-1-(1H-tetrazol-1-yl)propan-2-yl)oxy)-4-(2-((1-((1r,4r)-4-((2S,6R)-2,6-di-methylmorpholino)cyclohexyl)-3-(oxazol-2-ylmethoxy)-1H-pyrazol-4-yl)amino)pyrimidin-5-yl)benzonitrile N1(N=NN=C1)C[C@H](C)OC1=C(C#N)C=CC(=C1)C=1C=NC(=NC1)NC=1C(=NN(C1)C1CCC(CC1)N1C[C@@H](O[C@@H](C1)C)C)OCC=1OC=CN1